FC1(CCC(CC1)NC1=NC(=CC(=N1)N1CCN(CC1)C(C)=O)N1N=C(C=C1)C(F)F)F 1-(4-(2-((4,4-difluorocyclohexyl)amino)-6-(3-(difluoromethyl)-1H-pyrazol-1-yl)pyrimidin-4-yl)piperazin-1-yl)ethan-1-one